5-(3-chloro-2-fluoro-6-(4-fluoro-2-methylphenoxy)-4-(trifluoromethyl)benzamido)pyrimidine 1-oxide ClC=1C(=C(C(=O)NC=2C=NC=[N+](C2)[O-])C(=CC1C(F)(F)F)OC1=C(C=C(C=C1)F)C)F